bis(1,2,3-triazole) sodium borohydride salt [BH4-].[Na+].N1N=NC=C1.N1N=NC=C1